5-bromo-2-(1-(4-ethoxy-5-fluoro-pyridin-2-yl)ethyl)-7-((2-methyl-1H-imidazol-1-yl)methyl)-3,4-dihydroisoquinolin-1(2H)-one BrC1=C2CCN(C(C2=CC(=C1)CN1C(=NC=C1)C)=O)C(C)C1=NC=C(C(=C1)OCC)F